5,5,5-trifluoro-N-{4-fluoro-3-[5-(propan-2-yl)-2H-pyrazolo[3,4-b]pyridin-2-yl]phenyl}pentanamide FC(CCCC(=O)NC1=CC(=C(C=C1)F)N1N=C2N=CC(=CC2=C1)C(C)C)(F)F